BrC=1C=C(C=CC1)[C@@H]1C2=C(NC(C1)=O)N(N=C2C)C2=CC=CC=C2 (R)-4-(3-bromophenyl)-3-methyl-monophenyl-1,4,5,7-tetrahydro-6H-pyrazolo[3,4-b]pyridin-6-one